carbamoyl-O-(tert-butyl)-L-serine tert-butyl ester C(C)(C)(C)OC([C@@H](NC(N)=O)COC(C)(C)C)=O